P(OC1=C(C=CC=C1)CC)(OC(C1=C(C=C(C=C1C)C)C)=O)[O-] ethylphenyl (2,4,6-trimethylbenzoyl) phosphite